CN1CCN(CC1)C[C@@H]1CC[C@H](CC1)C(=O)NC=1N=CC2=CC=C(C=C2C1)C1=CN=CO1 trans-4-((4-methylpiperazin-1-yl)methyl)-N-(6-(oxazol-5-yl)isoquinolin-3-yl)cyclohexane-1-carboxamide